4,5-dimethyl-undecane CC(CCC)C(CCCCCC)C